methyldiphenyl-sulfonium tetrakis(pentafluorobenzyl)borate FC1=C(C(=C(C(=C1C[B-](CC1=C(C(=C(C(=C1F)F)F)F)F)(CC1=C(C(=C(C(=C1F)F)F)F)F)CC1=C(C(=C(C(=C1F)F)F)F)F)F)F)F)F.C[S+](C1=CC=CC=C1)C1=CC=CC=C1